C(CCC)C(C(=O)OCCCCCCN(CCCCCCOC(C(CCCCCC)CCCC)=O)CCN1CCN(CC1)CCN(CCCCCCOC(C(CCCCCC)CCCC)=O)CCN(CCCCCCOC(C(CCCCCC)CCCC)=O)CCCCCCOC(C(CCCCCC)CCCC)=O)CCCCCC ((2-(4-(2-((2-(bis(6-((2-butyloctanoyl)oxy)hexyl)amino)ethyl)(6-((2-butyloctanoyl)oxy)hexyl)amino)ethyl)piperazin-1-yl)ethyl)azanediyl)bis(hexane-6,1-diyl) bis(2-butyloctanoate)